C(CC)C=1C=NC=CC1 3-normal propylpyridine